Cl.NC1CN(C1)C(=O)NC=1SC(=C(N1)C)C(=O)OC(C)(C)C tert-butyl 2-[(3-aminoazetidine-1-carbonyl)amino]-4-methyl-thiazole-5-carboxylate hydrochloride